S(=O)(=O)(C1=CC=C(C)C=C1)OC(C(C)OS(=O)(=O)C1=CC=C(C)C=C1)C bis(tosyloxy)butane